NC=1C2=C(N=CN1)N(C(=C2C=2C=CC(=NC2)C(=O)N(C)C)C2=CC=C(C=C2)NC(C(=C)C)=O)C 5-(4-amino-6-(4-methacrylamido-phenyl)-7-methyl-7H-pyrrolo[2,3-d]pyrimidin-5-yl)-N,N-dimethylpicolin-amide